4-((2-((3R,4S)-3-Amino-4-fluoropiperidin-1-yl)-6-methoxy-1H-benzo[d]imidazol-1-yl)methyl)benzonitril N[C@@H]1CN(CC[C@@H]1F)C1=NC2=C(N1CC1=CC=C(C#N)C=C1)C=C(C=C2)OC